methyl-tert-butyl peroxypivalate C(C(C)(C)C)(=O)OOC(CC)(C)C